N-isopropyl-2,6-dimethoxy-4-[[5-[2-methyl-5-[[(1S,5R)-3-oxa-9-azabicyclo[3.3.1]nonan-7-yl]oxy]-4-pyridyl]pyrazolo[1,5-a]pyridin-2-yl]amino]benzamide C(C)(C)NC(C1=C(C=C(C=C1OC)NC1=NN2C(C=C(C=C2)C2=CC(=NC=C2OC2C[C@@H]3COC[C@H](C2)N3)C)=C1)OC)=O